r-Dimethyl-formamid-dimethyl acetal COC(N(C)C)OC